1-(6-(4-(5-chloro-6-methyl-1H-indazol-4-yl)-3-(4-(3-fluoroazetidin-1-yl)-2,2-dimethylpiperidin-1-yl)-5-methyl-1H-pyrazol-1-yl)-2-azaspiro[3.3]heptan-2-yl)prop-2-en-1-one ClC=1C(=C2C=NNC2=CC1C)C=1C(=NN(C1C)C1CC2(CN(C2)C(C=C)=O)C1)N1C(CC(CC1)N1CC(C1)F)(C)C